1-(8Z,11Z,14Z-eicosatrienoyl)-2-(9Z-octadecenoyl)-glycero-3-phosphoserine CCCCCCCC/C=C\CCCCCCCC(=O)O[C@H](COC(=O)CCCCCC/C=C\C/C=C\C/C=C\CCCCC)COP(=O)(O)OC[C@@H](C(=O)O)N